6-chloro-3-cyclopropyl-N-(3-pyridyl)-[1,2,4]triazolo[4,3-b]pyridazin-8-amine ClC=1C=C(C=2N(N1)C(=NN2)C2CC2)NC=2C=NC=CC2